ClC=1C=CC=2N=CN=C(C2N1)NC1=C(C=C(C(=C1)Cl)F)F 6-chloro-N-(5-chloro-2,4-difluoro-phenyl)pyrido[3,2-d]pyrimidin-4-amine